N[C@H]1[C@@H]2N(C[C@H]1CC2)C(=O)C2=CC1=C(N(C(=N1)C=1N(C=3C4=C(C=CC3C1)SCCN4)CC4CC4)C)C(=C2)F ((1R,4R,7R)-7-amino-2-azabicyclo[2.2.1]hept-2-yl)(2-(9-(cyclopropylmethyl)-1,2,3,9-tetrahydro-[1,4]thiazino[2,3-g]indol-8-yl)-7-fluoro-1-methyl-1H-benzo[d]imidazol-5-yl)methanone